(R)-4-ethoxy-N-(8-fluoro-2-methylimidazo[1,2-a]pyridin-6-yl)-2-(3-((methylamino)methyl)pyrrolidin-1-yl)pyrimidine-5-carboxamide C(C)OC1=NC(=NC=C1C(=O)NC=1C=C(C=2N(C1)C=C(N2)C)F)N2C[C@H](CC2)CNC